ClC1=CC=C(S1)COC1=CC(=NN1C(C1=C(C=CC=C1)OC)=O)C1C(N(CCC1C(F)(F)F)C(=O)N1CCOCC1)=O 3-{5-[(5-Chlorothiophen-2-yl)methoxy]-1-(2-methoxybenzoyl)-1H-pyrazol-3-yl}-1-(morpholin-4-carbonyl)-4-(trifluoromethyl)piperidin-2-on